FC=1C(=C(C2=CC=CC=C2C1)C#N)C=1N(N=CC1)C 3-fluoro-2-(2-methylpyrazol-3-yl)naphthalene-1-carbonitrile